N-{(2S,3R)-2-[(3-chloro-2-fluorophenyl)methyl]-4,4-difluoropyrrolidin-3-yl}methanesulfonamide hydrochloride Cl.ClC=1C(=C(C=CC1)C[C@@H]1NCC([C@@H]1NS(=O)(=O)C)(F)F)F